(perfluorobutyl)sulfonyl(2,3,3,3-tetrafluoro-2-(trifluoromethyl)propanoyl)amide FC(C(C(C(F)(F)F)(F)F)(F)F)(S(=O)(=O)[N-]C(C(C(F)(F)F)(C(F)(F)F)F)=O)F